BrC1=CC(=CC(=N1)NCCS(=O)(=O)N)CN1CCOCC1 2-((6-bromo-4-(morpholinomethyl)pyridin-2-yl)amino)ethane-1-sulfonamide